FC=1C=C(C=C(C1OC)F)CO (3,5-Difluoro-4-methoxyphenyl)Methanol